((1R,4R)-5-(5-fluoropyridin-2-yl)-2,5-diazabicyclo[2.2.1]heptan-2-yl)-4-(quinolin-5-yl)butan-1-one FC=1C=CC(=NC1)N1[C@H]2CN([C@@H](C1)C2)C(CCCC2=C1C=CC=NC1=CC=C2)=O